3-(5-((8-((4'-chloro-5,5-dimethyl-3,4,5,6-tetrahydro-[1,1'-biphenyl]-2-yl)methyl)-3,8-diazabicyclo[3.2.1]octan-3-yl)methyl)-6-fluoro-1-oxoisoindolin-2-yl)piperidine-2,6-dione ClC1=CC=C(C=C1)C1=C(CCC(C1)(C)C)CN1C2CN(CC1CC2)CC=2C=C1CN(C(C1=CC2F)=O)C2C(NC(CC2)=O)=O